hydroxypyrazolyl-pyrimidine OC1=NC(=NC=C1)C1=NNC=C1